(R)-4-(7-(3-aminopiperidin-1-yl)-3-(2-fluoro-4-(pyrrolidin-1-yl)phenyl)-3H-imidazo[4,5-b]pyridin-2-yl)-2-fluorobenzonitrile N[C@H]1CN(CCC1)C1=C2C(=NC=C1)N(C(=N2)C2=CC(=C(C#N)C=C2)F)C2=C(C=C(C=C2)N2CCCC2)F